2-isopropenyl-4-methyl-4-phenyl-1,3-oxazoline-5-one C(=C)(C)C=1OC(C(N1)(C1=CC=CC=C1)C)=O